2-(1-(tert-butyl)-3,7-dimethyl-2-oxo-2,3-dihydro-1H-benzo[d]imidazol-4-yl)-2-(methyl((1S,3S)-3-(4-(5,6,7,8-tetrahydro-1,8-naphthyridin-2-yl)butoxy)cyclopentyl)amino)acetic acid C(C)(C)(C)N1C(N(C2=C1C(=CC=C2C(C(=O)O)N([C@@H]2C[C@H](CC2)OCCCCC2=NC=1NCCCC1C=C2)C)C)C)=O